4-(pentafluoro-λ6-sulfanyl)-2-[(phenylsulfonyl)methyl]aniline FS(C1=CC(=C(N)C=C1)CS(=O)(=O)C1=CC=CC=C1)(F)(F)(F)F